CC=1C=CC=C2C=CC=C(C12)N1CC=2N=C(N=C(C2CC1)N1C[C@@H](NCC1)CC#N)OC[C@H]1N(CCC1)C 2-((S)-4-(7-(8-methylnaphthalen-1-yl)-2-(((S)-1-methylpyrrolidin-2-yl)methoxy)-5,6,7,8-tetrahydropyrido[3,4-d]Pyrimidin-4-yl)piperazin-2-yl)acetonitrile